NC1=NC=CC(=C1F)CC=1C(OC2=CC(=CC=C2C1C)OCC(C)(F)F)=O 3-[(2-amino-3-fluoro-4-pyridinyl)methyl]-7-(2,2-difluoropropoxy)-4-methyl-chromen-2-one